C1C(CCCCCC)O1 octen oxide